Tert-butyl 4-(6-(5-((4-(ethoxycarbonyl)-2-fluorophenyl)sulfonamido)-6-methoxypyridin-3-yl)quinazolin-4-yl)piperazine-1-carboxylate C(C)OC(=O)C1=CC(=C(C=C1)S(=O)(=O)NC=1C=C(C=NC1OC)C=1C=C2C(=NC=NC2=CC1)N1CCN(CC1)C(=O)OC(C)(C)C)F